C1(=CC=CC=C1)[C@H](CCN)C (S)-3-phenylbutan-1-amine